2-(benzimidazol-1-yl)acetamide N1(C=NC2=C1C=CC=C2)CC(=O)N